O=C(OC1C=CC=C2C=CC=NC=12)C1C=CC=CC=1 Oxyquinoline Benzoate